tert-Butyl 3-((5-((5-(tert-butyl)-4-chloro-2-hydroxyanilino)methyl)thiazole-2-carbonyl)amino)azetidine-1-carboxylate C(C)(C)(C)C=1C(=CC(=C(NCC2=CN=C(S2)C(=O)NC2CN(C2)C(=O)OC(C)(C)C)C1)O)Cl